7-oxabicyclo[2.2.1]heptan-2-ol C12C(CC(CC1)O2)O